6-((3-((3R,5R)-5-(4-chlorophenyl)tetrahydro-furan-3-yl)-1,2,4-oxadiazol-5-yl)methyl)-1-methyl-1,6-dihydro-7H-[1,2,3]triazolo[4,5-d]pyrimidin-7-one ClC1=CC=C(C=C1)[C@H]1C[C@@H](CO1)C1=NOC(=N1)CN1C=NC2=C(C1=O)N(N=N2)C